tert-butyl 2-((diphenylmethylene)amino)-3-(3-fluorophenyl)propanoate C1(=CC=CC=C1)C(C1=CC=CC=C1)=NC(C(=O)OC(C)(C)C)CC1=CC(=CC=C1)F